NCCCC(=O)NC=1N=C(N(C1)C)C(=O)NCCC(=O)NC=1C=C(N(C1)C)C(=O)NC=1N=C(N(C1)C)C(=O)OCC ethyl 4-[4-(3-{[4-(4-aminobutanamido)-1-methylimidazol-2-yl] formamido} propanamido)-1-methylpyrrole-2-amido]-1-methylimidazole-2-carboxylate